2-(((tert-butyldimethylsilyl)oxy)methyl)-8-chloro-1-(2,6-dichlorophenyl)-5-(2,3-dihydroxypropyl)-1,6-naphthyridin-4(1H)-one [Si](C)(C)(C(C)(C)C)OCC=1N(C2=C(C=NC(=C2C(C1)=O)CC(CO)O)Cl)C1=C(C=CC=C1Cl)Cl